(R)-2,2-difluoro-N-(6-(2-((6-((S)-1-hydroxypropyl)-4-methylpyridin-3-yl)amino)-1H-imidazol-1-yl)pyrimidin-4-yl)cyclopropane-1-carboxamide FC1([C@H](C1)C(=O)NC1=NC=NC(=C1)N1C(=NC=C1)NC=1C=NC(=CC1C)[C@H](CC)O)F